C(C=C)(=O)OCCCCC[Si](Cl)(Cl)Cl acryloxyamyl-trichlorosilane